(2R)-2-benzyl-N-(8-fluoro-4-methyl-3-quinolyl)-2,4-dimethyl-pent-4-enamide C(C1=CC=CC=C1)[C@](C(=O)NC=1C=NC2=C(C=CC=C2C1C)F)(CC(=C)C)C